IRON-CERIUM [Ce].[Fe]